5-(6-Methoxy-5-((1S,2S)-2-(phenylethynyl)cyclopropyl)pyridazin-3-yl)pyrimidine COC1=C(C=C(N=N1)C=1C=NC=NC1)[C@@H]1[C@H](C1)C#CC1=CC=CC=C1